(S,E)-N'-((4-chlorophenyl)sulfonyl)-3-(4-fluorophenyl)-4-phenyl-N-(1-sulfamoylpropan-2-yl)-4,5-dihydro-1H-pyrazole-1-carboximidamide ClC1=CC=C(C=C1)S(=O)(=O)\N=C(/NC(CS(N)(=O)=O)C)\N1N=C([C@H](C1)C1=CC=CC=C1)C1=CC=C(C=C1)F